2-Amino-5-fluoro-4-[5-fluoro-1-[3-[[2-(hydroxymethyl)cyclopropyl]methyl]-3,8-diazabicyclo[3.2.1]octan-8-yl]-7,9-dihydrofuro[3,4-f]quinazolin-6-yl]benzothiophene-3-carbonitrile NC=1SC2=C(C1C#N)C(=C(C=C2)F)C=2C1=C(C=3C(=NC=NC3C2F)N2C3CN(CC2CC3)CC3C(C3)CO)COC1